ethyl 2-ethyl-6,6-dimethyl-2-cyclohexenoate C(C)C=1C(C(CCC1)(C)C)C(=O)OCC